tert-butyl N-[(4E)-4-cyano-4-[(dimethylamino)methylidene]-3-oxobutyl]carbamate C(#N)\C(\C(CCNC(OC(C)(C)C)=O)=O)=C/N(C)C